[Pd].[Pd].C(C1=CC=CC=C1)=CC(=O)C=CC1=CC=CC=C1.C(C1=CC=CC=C1)=CC(=O)C=CC1=CC=CC=C1.C(C1=CC=CC=C1)=CC(=O)C=CC1=CC=CC=C1 tris[dibenzylideneacetone] dipalladium (0)